methyl 2-(1-(4-isopropylphenyl)-5-(2-oxoethyl)-1H-pyrazol-3-yl)acetate C(C)(C)C1=CC=C(C=C1)N1N=C(C=C1CC=O)CC(=O)OC